ClC1=C(C(=O)N2CCN(CC2)C(=O)N[C@@H]2CNCC2)C=CC(=C1)NC(=O)C=1N(C(=CN1)C=1C(=NN(C1)CC#N)C(F)(F)F)C 4-[2-chloro-4-[[5-[1-(cyanomethyl)-3-(trifluoromethyl)pyrazol-4-yl]-1-methylimidazole-2-carbonyl]amino]benzoyl]-N-[(3S)-pyrrolidin-3-yl]piperazine-1-carboxamide